Cl.NC=1N=CN(C1)C1=CC=C(C=C1)C(C)=O 1-(4-(4-amino-1H-imidazol-1-yl)phenyl)ethanone hydrochloride